COC1=CC=C(C=C1)CSC1=NC(C2=C(N1CCOC(C)C)C=CN2)=O 2-{[(4-methoxyphenyl)methyl]Thio}-1-[2-(prop-2-yloxy)ethyl]-1H,4H,5H-pyrrolo[3,2-d]Pyrimidin-4-one